(2,6-Dichloropyridin-4-yl)methyl (S)-2-amino-5-(methylsulfonamido)pentanoate hydrochloride Cl.N[C@H](C(=O)OCC1=CC(=NC(=C1)Cl)Cl)CCCNS(=O)(=O)C